(R)-N-(3-(3,5-dimethylisoxazol-4-yl)-4-(piperidin-2-ylmethoxy)phenyl)-4-methyl-1,2,3-thiadiazole-5-carboxamide CC1=NOC(=C1C=1C=C(C=CC1OC[C@@H]1NCCCC1)NC(=O)C1=C(N=NS1)C)C